N-{3-[6-Amino-5-(4-benzyloxy-2-fluoro-phenyl)-pyrimidin-4-yloxy]-phenyl}-acrylamide NC1=C(C(=NC=N1)OC=1C=C(C=CC1)NC(C=C)=O)C1=C(C=C(C=C1)OCC1=CC=CC=C1)F